9,9',9'',9'''-(5-cyano-6-(2,6-diphenylpyridin-3-yl)benzene-1,2,3,4-tetrayl)tetrakis(9H-carbazole-3,6-dicarbonitrile) C(#N)C=1C(=C(C(=C(C1C=1C(=NC(=CC1)C1=CC=CC=C1)C1=CC=CC=C1)N1C2=CC=C(C=C2C=2C=C(C=CC12)C#N)C#N)N1C2=CC=C(C=C2C=2C=C(C=CC12)C#N)C#N)N1C2=CC=C(C=C2C=2C=C(C=CC12)C#N)C#N)N1C2=CC=C(C=C2C=2C=C(C=CC12)C#N)C#N